C(CCCCC(=O)Cl)(=O)Cl adipyl chloride